(3S,4S)-1-(1-difluoromethyl-cyclopropylmethyl)-4-{[5-(2,4-difluoro-phenyl)-isoxazole-3-carbonyl]-amino}-piperidine-3-carboxylic acid (1-pyrimidin-2-yl-cyclopropyl)-amide N1=C(N=CC=C1)C1(CC1)NC(=O)[C@H]1CN(CC[C@@H]1NC(=O)C1=NOC(=C1)C1=C(C=C(C=C1)F)F)CC1(CC1)C(F)F